NC1=NOC2=C1C(=CC=C2)C=2C=C1CCN(C1=CC2)C(=O)NC2=CC(=CC(=C2)C(F)(F)F)F 5-(3-Aminobenzo[d]isoxazol-4-yl)-N-(3-fluoro-5-(trifluoromethyl)phenyl)indoline-1-carboxamide